octafluoropentyl α-fluoroacrylate FC(C(=O)OC(C(C(CC(F)(F)F)F)(F)F)(F)F)=C